C(C)(C)(C)OC(=O)N1CC2=C(CC1)NN=C2C(=O)N2CCC(CC2)C2=C(C(=C(C=C2)F)F)C(F)(F)F 3-(4-(3,4-difluoro-2-(trifluoromethyl)phenyl)piperidine-1-carbonyl)-6,7-dihydro-1H-pyrazolo[4,3-c]Pyridine-5(4H)-carboxylic acid tert-butyl ester